BrC=1C=C(C(=NC1)C1=NN(C(=C1)C(=O)OC)C)[N+](=O)[O-] methyl 3-(5-bromo-3-nitropyridin-2-yl)-1-methyl-1H-pyrazole-5-carboxylate